C(C)(=O)N1[C@H]([C@H](CCC1)NS(=O)(=O)C)CO[C@@H]1CC[C@@H](CC1)C1=CC(=CC=C1)C(F)(F)F N-(cis-1-acetyl-2-(((cis-4-(3-(trifluoromethyl)phenyl)-cyclohexyl)oxy)methyl)piperidin-3-yl)methanesulfonamide